2-(7-bromo-1-oxo-4-(trifluoromethoxy)phthalazin-2(1H)-yl)-N-(5-fluoropyrimidin-4-yl)acetamide BrC1=CC=C2C(=NN(C(C2=C1)=O)CC(=O)NC1=NC=NC=C1F)OC(F)(F)F